FC1=C(OC2=CC(=C(C=C2C2=CN(C3=C(N=CC=C32)OC)C)N3C(N(CC3=O)C)=O)C)C=CC(=C1)F 3-(4-(2,4-difluorophenoxy)-5-(7-methoxy-1-methyl-1H-pyrrolo[2,3-c]pyridin-3-yl)-2-methylphenyl)-1-methylimidazoline-2,4-dione